(5-chlorobenzo[b]thiophen-3-yl)methanamine ClC1=CC2=C(SC=C2CN)C=C1